N-[(1S)-5-[2-(2-aminopyridin-3-yl)-5-phenylimidazo[4,5-b]pyridin-3-yl]-2,3-dihydro-1H-inden-1-yl]-3-formyl-4-hydroxy-5-methylbenzamide NC1=NC=CC=C1C1=NC=2C(=NC(=CC2)C2=CC=CC=C2)N1C=1C=C2CC[C@@H](C2=CC1)NC(C1=CC(=C(C(=C1)C)O)C=O)=O